O=C(CCCC(=O)OC(COC(CCCC1CCCCC1)=O)COC(CCCC1CCCCC1)=O)CCCC(=O)OC(COC(CCCC1CCCCC1)=O)COC(CCCC1CCCCC1)=O bis(1,3-bis((4-cyclohexylbutanoyl)oxy)propan-2-yl) 5-oxononanedioate